C(C=CCCCCCCC)(=O)O decenic acid